(S)-N'-((1,2,3,5,6,7-hexahydro-s-indacen-4-yl)-carbamoyl)-5-(2-hydroxy-propan-2-yl)-thiazole-2-sulfonimidamide C1CCC2=C(C=3CCCC3C=C12)NC(=O)N=[S@@](=O)(N)C=1SC(=CN1)C(C)(C)O